(R)-2-(1-((2,2-dimethyl-1,3-dioxan-4-yl)methyl)-6-fluoro-5-nitro-1H-indol-2-yl)-2-methylpropan-1-ol CC1(OCC[C@@H](O1)CN1C(=CC2=CC(=C(C=C12)F)[N+](=O)[O-])C(CO)(C)C)C